CC1CN(CC(C1)C)CC1=CC=C(CNC2=C3C(NC(=NC3=CC=C2)C)=O)C=C1 5-((4-((3,5-dimethylpiperidin-1-yl)methyl)benzyl)amino)-2-methyl-4-oxoquinazolin